N[C@@](C(=O)N1CC(C1)OC1=C(C2=C([C@@H]3[C@H](B(O2)O)C3)C=C1)C(=O)O)(C)C=1N=CNC1 (1aR,7bS)-5-({1-[(2S)-2-amino-2-(1H-imidazol-4-yl)propanoyl]azetidin-3-yl}oxy)-2-hydroxy-1,1a,2,7b-tetrahydrocyclopropa[c][1,2]benzoxaborinine-4-carboxylic acid